(R)-5-((8-methyl-4-oxochroman-7-yl)oxy)-5,6,7,8-tetrahydronaphthalene-2-carboxamide CC=1C(=CC=C2C(CCOC12)=O)O[C@H]1C=2C=CC(=CC2CCC1)C(=O)N